ONC(=O)[C@H]1[C@@H]2CC[C@H](CN1S(=O)(=O)C=1C=NC(=CC1)OC1=CC=C(C=C1)OC(F)(F)F)N2C(C(C)(C)C)=O (1S,2R,5R)-N-hydroxy-8-pivaloyl-3-((6-(4-(trifluoro-methoxy)phenoxy)-pyridin-3-yl)-sulfonyl)-3,8-diazabicyclo-[3.2.1]octane-2-carboxamide